C(C)OC(CC1CCN(CC1)CC(=O)O)=O 2-(4-(2-ethoxy-2-oxoethyl)piperidin-1-yl)acetic acid